ClC=1C=CC(=C(C1)C(CC1=NC(=NC(=N1)N[C@@H](CO)CC(C)C)NS(=O)(=O)C)C)F N-(4-(2-(5-Chloro-2-fluorophenyl)propyl)-6-(((R)-1-hydroxy-4-methylpentan-2-yl)amino)-1,3,5-triazin-2-yl)methanesulfonamide